C(CCC)C1=NC2=C(N1C(=O)N)C=CC(=C2)OC(F)(F)F n-butyl-5-(trifluoromethoxy)-1H-benzo[d]Imidazole-1-carboxamide